N[C@@H](CC(=O)N1CCNCC1)CC1=CC(=C(C=C1)F)F (R)-3-amino-4-(3,4-difluorophenyl)-1-(piperazin-1-yl)butan-1-one